(2S,4R)-1-[(2S)-2-(4-cyclopropyltriazol-1-yl)-3,3-dimethyl-butanoyl]-N-[(3R)-1-(dimethylsulfamoyl)-3-piperidyl]-4-hydroxy-pyrrolidine-2-carboxamide C1(CC1)C=1N=NN(C1)[C@H](C(=O)N1[C@@H](C[C@H](C1)O)C(=O)N[C@H]1CN(CCC1)S(N(C)C)(=O)=O)C(C)(C)C